C(C)N(C(OC1=C(C=CC=C1)SC)=S)CC O-(2-(methylthio) phenyl) diethylcarbamothioate